(4,4'-bipyridine)-3-carboxamide N1=CC(=C(C=C1)C1=CC=NC=C1)C(=O)N